C1(CC1)C=1C=CC=2N(C1)C=C(N2)CN2N=NC(=C2)C=O 1-((6-cyclopropylimidazo[1,2-a]pyridin-2-yl)methyl)-1H-1,2,3-triazole-4-carbaldehyde